6-(6-fluoro-1-(methylsulfonyl)-1H-indol-4-yl)-3,5,11,11-tetramethyl-8,9,10,11-tetrahydrofuro[3,2-f][1,2,4]triazolo[4,3-a]quinoxaline FC1=CC(=C2C=CN(C2=C1)S(=O)(=O)C)C=1C2=C(C=3NC(C=4N(C3C1C)C(=NN4)C)(C)C)CCO2